imidazo[1,5-a]pyridin-5-ylmethylamine C=1N=CN2C1C=CC=C2CN